C(C)C1(CSC2=C(N(C1)C1=CC=CC=C1)C=C(C(=C2)OC)I)CCC 3-ethyl-7-iodo-8-methoxy-5-phenyl-3-propyl-2,3,4,5-tetrahydro-1,5-benzothiazepine